4-(3-(benzyloxy)pyridin-2-yl)-N-(3-chloro-5-(methylsulfonyl)phenyl)-5-methylthiophene-2-carboxamide C(C1=CC=CC=C1)OC=1C(=NC=CC1)C=1C=C(SC1C)C(=O)NC1=CC(=CC(=C1)S(=O)(=O)C)Cl